F[C@H]1C[C@H](N(C1)C(CN1CCC(CC1)NC=1C=NC2=C(C=CC=C2C1)OC)=O)C#N (2S,4S)-4-fluoro-1-[2-[4-[(8-methoxy-3-quinolinyl)amino]-1-piperidinyl]acetyl]pyrrolidine-2-carbonitrile